tin ethyl 3-(2-((4-((3-chloro-2-fluoro-6-(1H-tetrazol-1-yl)benzyl)carbamoyl)-1H-1,2,3-triazol-1-yl)methyl)-6-cyclopropylimidazo[1,2-a]pyridin-8-yl)propanoate ClC=1C(=C(CNC(=O)C=2N=NN(C2)CC=2N=C3N(C=C(C=C3CCC(=O)OCC)C3CC3)C2)C(=CC1)N1N=NN=C1)F.[Sn]